C1(CCCCC1)[C@H](C(=O)O)NC(C(=O)C=1N(C(=C(C1C)C(NC1=CC(=C(C=C1)F)C)=O)C)C)=O (R)-2-cyclohexyl-2-(2-(4-((4-fluoro-3-methylphenyl)carbamoyl)-1,3,5-trimethyl-1H-pyrrol-2-yl)-2-oxoacetamido)acetic acid